C1(=CC=CC=C1)[C@@H]1CC[C@H]2OC3(C(N21)=O)CCN(CC3)C3=NN(C=C3)C3=CC=NC=C3 (5'S,7a'R)-5'-phenyl-1-[1-(pyridin-4-yl)-1H-pyrazol-3-yl]tetrahydro-3'H-spiro[piperidine-4,2'-pyrrolo[2,1-b][1,3]oxazol]-3'-one